2-(azidoethyl)-O'-methyl-undecanediol N(=[N+]=[N-])CCC(C(O)OC)CCCCCCCCC